CC(C(C(=O)OC)NCC=1C=CC=2N(C1)C=C(N2)CNC(=O)C=2N=C1N(C(C2)=O)C=CC=C1)C methyl 3-methyl-2-[({2-[({4-oxo-4H-pyrido[1,2-a]pyrimidin-2-yl}formamido)methyl]imidazo[1,2-a]pyridin-6-yl}methyl)amino]butanoate